[4-[1-methyl-4-(trifluoromethyl)imidazol-2-yl]phenylmethyl]pyrimidine-4,5-diamine CN1C(=NC(=C1)C(F)(F)F)C1=CC=C(C=C1)CC1=NC=C(C(=N1)N)N